2,3-Difluoro-5-(trifluoromethyl)pyridine FC1=NC=C(C=C1F)C(F)(F)F